FC=1C=C(CC=2C=C3C(=NNC3=CC2)NC(C2=C(C=C(C=C2)N2CCN(CC2)CCCOC2=CC3=C(N(C=N3)C3C(NC(CC3)=O)=O)C=C2)NC2CCOCC2)=O)C=C(C1)F N-(5-(3,5-difluorobenzyl)-1H-indazol-3-yl)-4-(4-(3-((1-(2,6-dioxopiperidin-3-yl)-1H-benzo[d]imidazol-5-yl)oxy)propyl)piperazin-1-yl)-2-((tetrahydro-2H-pyran-4-yl)amino)benzamide